FC1=CC2=C(B(OC2)O)C=C1C(=O)OC1=C(C(=C(C(=C1F)F)F)F)F pentafluorophenyl 5-fluoro-1-hydroxy-1,3-dihydrobenzo[c][1,2]oxaborole-6-carboxylate